(4aR,8aS)-6-[3-[6-[3-(Trifluoromethyl)pyrrolidin-1-yl]-3-pyridyl]azetidine-1-carbonyl]-4,4a,5,7,8,8a-hexahydropyrido[4,3-b][1,4]oxazin-3-one FC(C1CN(CC1)C1=CC=C(C=N1)C1CN(C1)C(=O)N1C[C@@H]2[C@@H](OCC(N2)=O)CC1)(F)F